BrC1=CC(=C(S1)C1=NN=NN1)Cl 5-(5-Bromo-3-chlorothiophen-2-yl)-1H-tetrazole